C(C)(C)(C)N1N=C2C(C(N(CC2)[C@H](C(=O)N2C[C@]3(C[C@H]2C(=O)N)C(NC2=CC=CC=C23)=O)CC2CC2)=O)=C1 (3R,5'S)-1'-((S)-2-(2-(tert-butyl)-4-oxo-2,4,6,7-tetrahydro-5H-pyrazolo[4,3-c]pyridin-5-yl)-3-cyclopropylpropionyl)-2-oxospiro[indole-3,3'-pyrrolidine]-5'-carboxamide